[Si](C)(C)(C(C)(C)C)OC1(CCN(CC1)CC1=CC(=NC(=C1)OC=1C=NC(=CC1)N1CCNCC1)C1=CC(=CC(=C1)Cl)Cl)CNC(OC)=O methyl ((4-((tert-butyldimethylsilyl)oxy)-1-((2-(3,5-dichlorophenyl)-6-((6-(piperazin-1-yl)pyridin-3-yl)oxy)pyridin-4-yl)methyl)piperidin-4-yl)methyl)carbamate